ClCC1=CN=C(N1C)[N+](=O)[O-] 5-(chloromethyl)-1-methyl-2-nitroimidazole